C(CCCC)(=O)O.I(=O)(=O)OC methyl iodate valerate